2-[4-(cyclopropanecarbonyl)piperazin-1-yl]-N-[(2R)-2-hydroxy-2-[(3S)-7-hydroxy-1,2,3,4-tetrahydroisoquinolin-3-yl]ethyl]-6-(spiro[3.3]heptan-2-ylamino)pyridine-4-carboxamide C1(CC1)C(=O)N1CCN(CC1)C1=NC(=CC(=C1)C(=O)NC[C@H]([C@H]1NCC2=CC(=CC=C2C1)O)O)NC1CC2(C1)CCC2